ClC1=NC=CC=C1CC1=CC(=NN1)CC 2-chloro-3-((3-ethyl-1H-pyrazol-5-yl)methyl)pyridine